2-[[4-[4-(cyclopentylaminocarbonyl)-1-piperazinyl]-6-[N-methyl-N-(3-pyridylmethyl)amino]-2-pyrimidinyl]amino]-4-methyl-5-thiazolecarboxylic acid ethyl ester C(C)OC(=O)C1=C(N=C(S1)NC1=NC(=CC(=N1)N1CCN(CC1)C(=O)NC1CCCC1)N(CC=1C=NC=CC1)C)C